(E)-5-((furan-2-yl)methylene)-dihydro-2,2,3-trimethyl-1-octylpyrimidine-4,6(1H,5H)-dione O1C(=CC=C1)\C=C\1/C(N(C(N(C1=O)CCCCCCCC)(C)C)C)=O